COC1=C(C=CC=C1)[C@@H](CC1=CC=CC=C1)\N=C(\C1=CC=C(C=C1)C(F)(F)F)/C#N (R,Z)-N-(1-(2-methoxyphenyl)-2-phenylethyl)-4-(trifluoromethyl)benzimidoyl cyanide